C(N)(=N)C=1C=C(SC1)[C@@H](C)NC(=O)[C@H]1N(C[C@@H](C1)[S@](=O)(=N)C)C(CNC(=O)C=1C=CC=2C(C3=CC=CC=C3C2C1)(F)F)=O (2S,4R)-N-((R)-1-(4-carbamimidoylthiophen-2-yl)ethyl)-1-((9,9-difluoro-9H-fluorene-3-carbonyl)glycyl)-4-((S)-S-methylsulfonimidoyl)pyrrolidine-2-carboxamide